2-((7-(5-Chloro-1-((4-fluoropiperidin-4-yl)methyl)-1H-indol-7-yl)thieno[3,2-b]pyridin-2-yl)methyl)-1H-pyrrolo[3,4-c]pyridine-1,3(2H)-dione trifluoroacetate FC(C(=O)O)(F)F.ClC=1C=C2C=CN(C2=C(C1)C1=C2C(=NC=C1)C=C(S2)CN2C(C=1C=NC=CC1C2=O)=O)CC2(CCNCC2)F